C(CCCCC)(=O)OOC(CCC(C)C)=O 4-methylpentanoyloxy hexanoate